COC(=O)[C@@H]1CCC=2C(=NNC2C1)C=1C=NC=C(C1)OCC1=CC=CC=C1 (R)-3-(5-(benzyloxy)pyridin-3-yl)-4,5,6,7-tetrahydro-1H-indazole-6-carboxylic acid methyl ester